C(CCC)(=O)OC1(CCC(CC1)C(C)C)C 1R-(-)-menthyl butyrate